sodium 1,4,5,8-naphthalenetetracarboxylic acid C1(=CC=C(C=2C(=CC=C(C12)C(=O)O)C(=O)O)C(=O)O)C(=O)O.[Na]